OCN1N=CC(=C1)C(=O)OCC ethyl 1-(hydroxymethyl)-1H-pyrazole-4-carboxylate